3-[4-(difluoromethoxy)-phenyl]-2-methoxy-5-iodo-4-aminopyridine FC(OC1=CC=C(C=C1)C=1C(=NC=C(C1N)I)OC)F